[Os]=O.[K] Potassium osmium oxide